tert-butyl O3-methyl azetidine-1,3-dicarboxylate N1(CC(C1)C(=O)OC)C(=O)OC(C)(C)C